NC[C@H]1CN(C(O1)=O)C1=CC(=C(C(=C1)F)N1CCC(CC1)C1COC1)F (S)-5-(aminomethyl)-3-(3,5-difluoro-4-(4-(oxetan-3-yl)piperidin-1-yl)phenyl)oxazolidin-2-one